COCCOC=1C(=CC2=C(C=CO2)C1)OCCOC 5,6-bis(2-methoxyethoxy)benzofuran